Dimethyl-pyrene CC=1C=C2C=CC3=CC(=CC4=CC=C(C1)C2=C43)C